C1=CC=CC=2C3=CC=CC=C3C(C12)COC(=O)N[C@@H](CCC(NCCOCCOCCOCCN(CC#C)CCO)=O)C(=O)OC(C)(C)C tert-butyl (S)-20-((((9H-fluoren-9-yl)methoxy)carbonyl)amino)-4-(2-hydroxyethyl)-17-oxo-7,10,13-trioxa-4,16-diazahenicos-1-yn-21-oate